(6aR,9S)-7-(cyclopentylmethyl)-N,N-diethyl-4,6,6a,7,8,9-hexahydroindolo[4,3-fg]quinoline-9-carboxamide C1(CCCC1)CN1C[C@H](C=C2C3=C4C(C[C@@H]12)=CNC4=CC=C3)C(=O)N(CC)CC